(R)-N-(1-(4-chlorophenyl)-2,2,2-trifluoroethyl)-1-isopropyl-2-oxo-1,2-dihydropyridine-4-sulfonamide ClC1=CC=C(C=C1)[C@H](C(F)(F)F)NS(=O)(=O)C1=CC(N(C=C1)C(C)C)=O